C(C1=CC=CC=C1)N(C1=NC=C(C=N1)B(O)O)CC1=CC=CC=C1 [2-(DIBENZYLAMINO)PYRIMIDIN-5-YL]BORONIC ACID